C(CCCCCCCCCCCCCCCCCCCCCCCCCCCCCCC)(=O)O lacceroic acid